NC(CCCCCCCC(=O)OC(CCCCCCCC)CCCCCCCC)CCCCCCCC(=O)OCCCCCCCCC 1-(heptadecan-9-yl) 17-nonyl 9-aminoheptadecanedioate